(S)-5-chloro-N-(2,4-dimethoxybenzyl)-2-fluoro-N-(5-fluorothiazol-2-yl)-4-((1-phenylpropyl)amino)benzenesulfonamide ClC=1C(=CC(=C(C1)S(=O)(=O)N(C=1SC(=CN1)F)CC1=C(C=C(C=C1)OC)OC)F)N[C@@H](CC)C1=CC=CC=C1